2-[[(1R)-1-[3,6-dimethyl-4-oxo-2-[(3S)-3-phenylpyrrolidin-1-yl]chromen-8-yl]ethyl]amino]benzoic acid CC1=C(OC2=C(C=C(C=C2C1=O)C)[C@@H](C)NC1=C(C(=O)O)C=CC=C1)N1C[C@@H](CC1)C1=CC=CC=C1